ClC1=C(C=CC=C1)C1=C(C=CC(=C1)OC)S(=O)(=O)N1[C@@H](C[C@@](CC1)(C(=O)N[C@H](C)\C=C/S(=O)(=O)C)F)C (2R,4S)-1-((2'-chloro-5-methoxy-[1,1'-biphenyl]-2-yl)sulfonyl)-4-fluoro-2-methyl-N-((R,Z)-4-(methylsulfonyl)but-3-en-2-yl)piperidine-4-carboxamide